[Na+].N1N=CC(=C1)C(=O)[O-] 1H-pyrazole-4-carboxylic acid sodium salt